ClC1=C(OC=2C=CC(=C(C(=O)C=3C(CCCC3O)=O)C2)[N+](=O)[O-])C=CC(=C1)C(F)(F)F 2-(5-(2-chloro-4-(trifluoromethyl)phenoxy)-2-nitrobenzoyl)-3-hydroxycyclohex-2-enone